N-((2-methoxy-5-(2-methyl-1-morpholinopropan-2-yl)phenyl)sulfonyl)-5-(pyridin-2-yl)quinoline-2-carboxamide COC1=C(C=C(C=C1)C(CN1CCOCC1)(C)C)S(=O)(=O)NC(=O)C1=NC2=CC=CC(=C2C=C1)C1=NC=CC=C1